N-(6-amino-5-methylpyridin-3-yl)-2-(5-methyl-2-(Spiro[3.3]Heptan-2-yl)piperidin-1-yl)-2-oxoacetamide NC1=C(C=C(C=N1)NC(C(=O)N1C(CCC(C1)C)C1CC2(C1)CCC2)=O)C